CC1(C(N=CS1)C(=O)O)C dimethyl-4,5-dihydrothiazole-4-carboxylic acid